(2-Methylthiazol-5-yl)methanol CC=1SC(=CN1)CO